2-(2,6-dichlorophenyl)-5-[4-(1,1-dioxo-1,4-thiazinan-4-carbonyl)anilino]Oxazole ClC1=C(C(=CC=C1)Cl)C=1OC(=CN1)NC1=CC=C(C=C1)C(=O)N1CCS(CC1)(=O)=O